NC1=NC(=CC(=N1)C=1C=C(C#N)C=CC1)C=1N=NN(C1)CC1=NC(=CC=C1)COCC m-[2-amino-6-(1-{[6-(ethoxymethyl)-2-pyridinyl]methyl}-1H-1,2,3-triazol-4-yl)-4-pyrimidinyl]benzonitrile